Bromomethyltriphenyl-phosphorus bromide BrCP(C1=CC=CC=C1)(C1=CC=CC=C1)(C1=CC=CC=C1)Br